methyl 4'-methoxy-2'-(1H-pyrazol-3-yl)-[1,1'-biphenyl]-4-carboxylate COC1=CC(=C(C=C1)C1=CC=C(C=C1)C(=O)OC)C1=NNC=C1